CC1=C(C=CC=C1)C(C)O 1-(2-methylphenyl)ethanol